ClC1=C(C(C2=CC=CC=C2)(C2=CC=CC=C2)N)C=CC=C1 2-Chlorotrityl-amine